3-(4-(6-(3,4-dimethylphenyl)-2-methoxypyridin-3-yl)-1H-1,2,3-triazol-1-yl)-2,3-dihydrothiophene 1,1-dioxide CC=1C=C(C=CC1C)C1=CC=C(C(=N1)OC)C=1N=NN(C1)C1CS(C=C1)(=O)=O